(1R,2S,5S)-6,6-dimethyl-3-azabicyclo[3.1.0]hexane-2-formic acid sodium [Na].CC1([C@H]2CN[C@@H]([C@@H]12)C(=O)O)C